C1N(CCC2=CC=CC=C12)C[C@H](CN1C(C2=CC=C(C=C2CC1)N1CC(CC(C1)C)C)=O)O 2-((2R)-3-(3,4-dihydro-1H-isoquinolin-2-yl)-2-hydroxy-propyl)-6-(3,5-dimethyl-1-piperidyl)-3,4-dihydroisoquinolin-1-one